6-[5-(7-methyl-spiro[2H-benzofuran-3,1'-cyclopropan]-4-yl)oxypyrazin-2-yl]-4,6-diazaspiro[2.4]heptane-5,7-dione CC1=CC=C(C2=C1OCC21CC1)OC=1N=CC(=NC1)N1C(NC2(CC2)C1=O)=O